(3,5-bis(9H-carbazol-9-yl)phenyl)(pyridin-4-yl)methanone C1=CC=CC=2C3=CC=CC=C3N(C12)C=1C=C(C=C(C1)N1C2=CC=CC=C2C=2C=CC=CC12)C(=O)C1=CC=NC=C1